The molecule is an ambiguine that consists of a 5,5,7,10,10-pentamethyl-4,5,5a,6a,6b,7,8,9,9a,10-decahydro-10dH-6-oxa-4-azacyclopropa[6,7]cyclohepta[1,2,3,4-mno]aceanthrylen-10d-ol skeleton with an ethenyl substituent at position 7 and an isocyano group at position 6b (the 5aS,6aR,6bR,7R,9aR,10dR stereoisomer). An antimicrobial agent isolated from the cyanobacterium strain Fischerella. It has a role as an antibacterial agent, an antifungal agent and a bacterial metabolite. It is an isocyanide, an epoxide, an organic heterohexacyclic compound, a tertiary alcohol and an ambiguine. C[C@@]1(CC[C@H]2[C@@]3([C@@]1([C@@H]4[C@@H](O4)C(C5=C3C6=C(C2(C)C)C=CC=C6N5)(C)C)[N+]#[C-])O)C=C